4,4'-[(4-hydroxyphenyl)ethylene]bis[2-ethylphenol] OC1=CC=C(C=C1)C(CC1=CC(=C(C=C1)O)CC)C1=CC(=C(C=C1)O)CC